OC(C(=O)N1CC2=C(C=C(C=C2CC1)C=1N=C2C(=NC1)N(C=C2C)COCC[Si](C)(C)C)[C@H]2NCCOC2)(C)C (R)-3-(2-(2-hydroxyl-2-methylpropionyl)-6-(7-methyl-5-((2-(trimethylsilyl)Ethoxy)methyl)-5H-pyrrolo[2,3-b]pyrazin-2-yl)-1,2,3,4-tetrahydroisoquinolin-8-yl)morpholine